CC(C)(C)[S@@](=O)N[C@@H](CCC(C1=CC=CC=C1)=O)B1O[C@@]2([C@H](O1)C[C@H]1C([C@@H]2C1)(C)C)C (R)-2-methyl-N-((R)-4-oxo-4-phenyl-1-((3aS,4S,6S,7aR)-3a,5,5-trimethylhexahydro-4,6-methanobenzo[d][1,3,2]dioxaborol-2-yl)butyl)propane-2-sulfinamide